2-((4S,5S)-5-(2-chlorobenzyl)-2,2-diethyl-1,3-dioxolan-4-yl)ethyl pivalate C(C(C)(C)C)(=O)OCC[C@@H]1OC(O[C@H]1CC1=C(C=CC=C1)Cl)(CC)CC